3-(sulfamoyl)propionic acid S(N)(=O)(=O)CCC(=O)O